3-chloro-5-iodo-8-[(2R,3S)-3-(methylsulfonylmethyl)-2-methylazetidin-1-yl]isoquinoline ClC=1N=CC2=C(C=CC(=C2C1)I)N1[C@@H]([C@H](C1)CS(=O)(=O)C)C